2,3-dihydro-4H-pyrido[4,3-b][1,4]oxazine-4-carboxylic acid tert-butyl ester C(C)(C)(C)OC(=O)N1C2=C(OCC1)C=CN=C2